C1(=CC=C(C=C1)NC1=CC=C(C=C1)C1=CC=CC=C1)C1=CC=CC=C1 Bis([1,1'-biphenyl]-4-yl)amine